rac-tert-butyl 2-(2-bromoacetyl)-3-methylpyrrolidine-1-carboxylate BrCC(=O)C1N(CCC1C)C(=O)OC(C)(C)C